C(C)OC(C1=C(C=C(C=C1)O[C@@H]1CN(C[C@H]2C[C@@H]12)CC)CCl)=O.C(CCCCC)[Si](N[Si](CCCCCC)(C)C)(C)C |o1:11,15,17| 1,3-di-n-hexyl-tetramethyldisilazane Ethyl-2-(chloromethyl)-4-(((1S*,5S*,6R*)-3-ethyl-3-azabicyclo[4.1.0]heptan-5-yl)oxy)benzoate